N-(1-(4-chlorophenyl)-2,2,2-trifluoroethyl)-N-methyl-[1,2,4]triazolo[4,3-b]pyridazine-6-sulfonamide ClC1=CC=C(C=C1)C(C(F)(F)F)N(S(=O)(=O)C=1C=CC=2N(N1)C=NN2)C